C1(=CC=C(C=C1)N1C(N(C2=NC=CC=C21)[C@@H]2CN(CC2)CC=2N(C(=CN2)C(=O)O)C)=O)C2=CC=CC=C2 (S)-2-((3-(1-([1,1'-Biphenyl]-4-yl)-2-oxo-1,2-dihydro-3H-imidazo[4,5-b]pyridin-3-yl)pyrrolidin-1-yl)methyl)-1-methyl-1H-imidazole-5-carboxylic Acid